ClC=1C=CC=C2C(C=C(OC12)C1=C(C=C(C=C1)C(F)(F)F)OCCN1CCC(CC1)S(=O)C)=O 8-chloro-2-[2-[2-(4-methylsulfinyl-1-piperidinyl)ethoxy]-4-(trifluoromethyl)phenyl]chromen-4-one